6-methoxy-2-(2-methylimidazo[2,1-b][1,3,4]thiadiazol-6-yl)benzofuran-4-carboxylic acid methyl ester COC(=O)C=1C=C(C=C2C1C=C(O2)C=2N=C1SC(=NN1C2)C)OC